methyl N-(hydroxyacetyl)-L-phenylalaninate OCC(=O)N[C@@H](CC1=CC=CC=C1)C(=O)OC